2-(2-(methylthio)phenyl)benzo[D]oxazole CSC1=C(C=CC=C1)C=1OC2=C(N1)C=CC=C2